[3-[3-(2-thienyl)imidazo[1,2-b]pyridazin-6-yl]phenyl]methanol S1C(=CC=C1)C1=CN=C2N1N=C(C=C2)C=2C=C(C=CC2)CO